[4-(2-tetrahydropyran-4-yl-5H-pyrrolo[2,3-b]pyrazin-7-yl)-1-piperidyl]-[4-(trifluoromethoxy)phenyl]methanone O1CCC(CC1)C=1N=C2C(=NC1)NC=C2C2CCN(CC2)C(=O)C2=CC=C(C=C2)OC(F)(F)F